(R)-N-(1-(3-(2-(4-(3-chlorophenyl)piperazin-1-yl)ethyl)-1-oxo-2-oxa-8-azaspiro[4.5]decan-8-yl)-2-methyl-1-oxopropan-2-yl)acetamide ClC=1C=C(C=CC1)N1CCN(CC1)CC[C@@H]1OC(C2(C1)CCN(CC2)C(C(C)(C)NC(C)=O)=O)=O